C(C=C)(=O)C(N(C)C)CS(=O)(=O)[O-].[NH4+] Ammonium acryloyldimethyl-taurate